ethyl (R)-2-((4-(2-(4-chloro-2-fluorophenyl)-2H-chromen-8-yl) piperidin-1-yl) methyl)-4-methyl-1-((2-(trimethylsilyl) ethoxy) methyl)-1H-imidazole-5-carboxylate ClC1=CC(=C(C=C1)[C@@H]1OC2=C(C=CC=C2C=C1)C1CCN(CC1)CC=1N(C(=C(N1)C)C(=O)OCC)COCC[Si](C)(C)C)F